racemic-trans-4-sulfanyltetrahydropyran-3-olol S[C@]1([C@@H](COCC1)O)O |r|